C(C)(C)C1=C(C=CC=C1)C1N(C(CN(C1)S(=O)(=O)C1=CC=CC=C1)=O)C1CC2(C1)CCN(CC2)C(=O)OC(C)(C)C tert-butyl 2-(2-(2-isopropylphenyl)-6-oxo-4-(phenylsulfonyl) piperazin-1-yl)-7-azaspiro[3.5]nonane-7-carboxylate